C=1N=CN2C1C1=CC=CC=C1[C@H]2[C@]2([C@@H](C(CCC2)(C)C)O)C (1R,2S)-2-((S)-5H-Imidazo[5,1-a]isoindol-5-yl)-2,6,6-trimethylcyclohexan-1-ol